COC=1N=C(SC1)C1=CN(C=2N=CN=CC21)[C@H]2[C@@H]([C@@H]([C@H](C2)CNCCCNCCC2=CC=CC=C2)O)O (1R,2S,3R,5R)-3-[5-(4-methoxy-1,3-thiazol-2-yl)pyrrolo[2,3-d]pyrimidin-7-yl]-5-[{{3-[(2-phenylethyl)amino]propyl}amino}methyl]cyclopentane-1,2-diol